[N+]1(=CC(=CC=C1)C=1C=NC=CC1)[O-] [3,3'-bipyridine]-1-oxide